1-(4-(difluoromethyl)-2-methoxyphenyl)-N-(5-methyl-1-(1H-tetrazol-5-yl)azepan-3-yl)cyclopropane-1-carboxamide FC(C1=CC(=C(C=C1)C1(CC1)C(=O)NC1CN(CCC(C1)C)C1=NN=NN1)OC)F